(3R)-3-amino-5-[(4-chlorophenyl)methyl]-7-[5-(4,4-difluoro-1-piperidyl)-1,3,4-oxadiazol-2-yl]-1,1-dioxo-2,3-dihydro-1λ6,5-benzothiazepin-4-one N[C@H]1CS(C2=C(N(C1=O)CC1=CC=C(C=C1)Cl)C=C(C=C2)C=2OC(=NN2)N2CCC(CC2)(F)F)(=O)=O